N-[2-(3-bromo-7-methoxy-1-naphthyl)ethyl]Acetamide BrC=1C=C(C2=CC(=CC=C2C1)OC)CCNC(C)=O